(S)-1-(3-((5-(6-Fluoro-2-methyl-1-oxo-2,9-dihydro-1H-spiro[8-oxa-2,4,10a-Triazanaphtho[2,1,8-cde]azulene-10,1'-cyclobutane]-7-yl)pyridin-2-yl)oxy)propyl)pyrrolidine FC=1C=C2N=CC=3N(C(N4C3C2=C(OCC42CCC2)C1C=1C=CC(=NC1)OCCCN1CCCC1)=O)C